2-bromo-1-(4-methyl-2-oxabicyclo[2.1.1]hex-1-yl)ethan-1-one BrCC(=O)C12OCC(C1)(C2)C